CC1=CC(=O)C2=C(O1)C=C3C(=C2O)C(=O)C4=C(C3=O)C=C(C=C4O)O The molecule is a naphthochromene that is 4H-naphtho[2,3-g]chromene-4,6,11-trione substituted by hydroxy groups at positions 5, 7 and 9 and a methyl group at position 2. It is isolated from fungal strains Phoma and Penicillium and acts as an inhibitor of the enzyme topoisomerase I. It has a role as an antimicrobial agent, an antineoplastic agent, an antiviral agent, an EC 5.99.1.2 (DNA topoisomerase) inhibitor and a Penicillium metabolite. It is a naphthochromene, a member of phenols and a member of p-quinones.